Farnesyl pyrophosphate, ammonium salt [NH4+].O(P([O-])(=O)OP(=O)([O-])[O-])CC=C(C)CCC=C(C)CCC=C(C)C.[NH4+].[NH4+]